C(C(C)(C)C)(=O)CC(C(C)(C)C)=O.[Cu] copper (dipivaloylmethane)